CB1OC(C=2N1C=CC2)(C2=CC=CC=C2)C2=CC=CC=C2 (S)-1-methyl-3,3-diphenyl-1H,3H-pyrrolo[1,2-c][1,3,2]oxazaborole